4-(2-(fluoromethyl)phenyl)butanoic acid FCC1=C(C=CC=C1)CCCC(=O)O